1,1,2,2-tetrakis[4-(2,3-epoxypropoxy)phenyl]ethane C(C1CO1)OC1=CC=C(C=C1)C(C(C1=CC=C(C=C1)OCC1CO1)C1=CC=C(C=C1)OCC1CO1)C1=CC=C(C=C1)OCC1CO1